CC1CN(CC(N1C(=O)C=1SC=CC1)C(=O)NCC1=CC2=CC=CC=C2C=C1)S(=O)(=O)C1=CC=CC=C1 6-methyl-N-(naphthalen-2-ylmethyl)-4-(phenylsulfonyl)-1-(thiophene-2-carbonyl)piperazine-2-carboxamide